2-(4-(7-cyclopropyl-1-methyl-2,3-dioxo-2,3-dihydropyrido[2,3-b]pyrazin-4(1H)-yl)piperidin-1-yl)pyrimidine-5-carbonitrile C1(CC1)C1=CC2=C(N(C(C(N2C)=O)=O)C2CCN(CC2)C2=NC=C(C=N2)C#N)N=C1